O[C@H](CNC(=O)C1=NC=C(C=C1)N1CCNCC1)C (S)-N-(2-hydroxypropyl)-5-(piperazin-1-yl)pyridinamide